bicyclo[3.1.1]-heptan-3-ol C12CC(CC(C1)C2)O